N-((4-methoxyphenyl)sulfonyl)-N-phenylmethylacrylamide COC1=CC=C(C=C1)S(=O)(=O)N(C(C=C)=O)CC1=CC=CC=C1